C(C)(=O)C(O)C(=O)[C@@H](O)[C@H](O)[C@H](O)C(O)C(C)=O 1,6-diacetylfructose